(Z)-cyclooct-2-ene-1-yl acetate C(C)(=O)OC1\C=C/CCCCC1